C[C@H]1N(C[C@H](N(C1)C1=NC=C(C=N1)C)C)C(=O)OCCC1=CNC(C(=C1)C(F)(F)F)=O 2-(6-Oxo-5-(trifluoromethyl)-1,6-dihydropyridin-3-yl)ethyl (2R,5R)-2,5-dimethyl-4-(5-methylpyrimidin-2-yl)piperazine-1-carboxylate